2-[Methyl-(1-phenyl-ethyl)-amino]-5-oxo-5H-thieno[3,2-b]pyran-6-carboxylic acid CN(C1=CC=2OC(C(=CC2S1)C(=O)O)=O)C(C)C1=CC=CC=C1